[OH-].OCC[N+](C)(C)C (2-hydroxyethyl)trimethylammonium hydroxide